4-(3,4-dimethoxyphenyl)-2-(methylthio)-N-(2-morpholinoethyl)pyrimidine-5-carboxamide COC=1C=C(C=CC1OC)C1=NC(=NC=C1C(=O)NCCN1CCOCC1)SC